tert-butyl (2R,5S)-5-[(4R)-2-[2-hydroxy-4-[2-(2-methoxy ethoxy)ethoxy]phenyl]-4,5-dihydrothiazol-4-yl]-1-methyl-pyrrolidine-2-carboxylate OC1=C(C=CC(=C1)OCCOCCOC)C=1SC[C@H](N1)[C@@H]1CC[C@@H](N1C)C(=O)OC(C)(C)C